FC(C(=O)C1=CC(=CC=C1)OC)(F)F 2,2,2-trifluoro-1-(3-methoxyphenyl)ethan-1-one